2-amino-4-(2,2-difluoroethoxy)phenol NC1=C(C=CC(=C1)OCC(F)F)O